FC=1C(=NC=CC1)CNC(=O)C=1N=C(SC1)C1[C@H]2CN(C[C@@H]12)C(=O)OC(C)(C)C tert-butyl (1R,5S,6S)-6-(4-{[(3-fluoropyridin-2-yl) methyl] carbamoyl}-1,3-thiazol-2-yl)-3-azabicyclo[3.1.0]hexane-3-carboxylate